C(C)(C)(C)C=1C=C(N(N1)C=1C=CC(=NC1)C)NC(=O)NC1=CC=C(C2=CC=CC=C12)OCCN1C[C@H](O[C@@H](C1)C)C 1-[5-tert-butyl-2-(2-methylpyridin-5-yl)-2H-pyrazol-3-yl]-3-[4-(2-(trans-2,6-dimethylmorpholin-4-yl)ethoxy)naphthalen-1-yl]-urea